NCC1(CCN(CC1)C1=NN2C(S1)=NC=C2C=2C(=NC(=CC2)C(C)C)OCCOC)O 4-(aminomethyl)-1-(5-(6-isopropyl-2-(2-methoxyethoxy)pyridin-3-yl)imidazo[2,1-b][1,3,4]thiadiazol-2-yl)piperidin-4-ol